1-bromo-3-(trifluoromethyl)-benzene BrC1=CC(=CC=C1)C(F)(F)F